C(C)(C)(C)OC(=O)N1CCN(CC1)C1=CC=2N(C=C1F)N=C(C2N=O)CC 4-(2-Ethyl-6-fluoro-3-nitrosopyrazolo[1,5-a]pyridin-5-yl)piperazine-1-carboxylic acid tert-butyl ester